((1S,3S,4R)-2-benzyl-2-azabicyclo[2.2.1]heptan-3-yl)methanol C(C1=CC=CC=C1)N1[C@H]2CC[C@@H]([C@H]1CO)C2